N1(N=NN=C1)C[C@H](C)OC=1C=C(C=CC1Cl)C=1C=NC(=NC1)NC=1C(=NN(C1)C1CCC(CC1)N1CCOCC1)OCC1=CN=CS1 5-(3-(((S)-1-(1H-tetrazol-1-yl)propan-2-yl)oxy)-4-chlorophenyl)-N-(1-((1r,4r)-4-morpholinocyclohexyl)-3-(thiazol-5-ylmethoxy)-1H-pyrazol-4-yl)pyrimidin-2-amine